P(=O)(=O)[Li] phospholithium